COC1=CC=C(C=C1)CN(CC1=CC=C(C=C1)OC)C1=NC=CC=C1C(CCC(C)(S(=O)N)C)CC1CCOCC1 (1R)-1-(2-(bis[(4-methoxyphenyl)methyl]aminopyridin-3-yl)-3-(oxan-4-yl)propyl)-2-methylpropane-2-sulfinamide